O1C(=NN=C1)C(=O)N 1,3,4-oxaDiazole-2-carboxamide